N[C@H](C(=O)NC1=CC=C(COC(=O)N(CCOCCOCCOCCOCCOCCOCCOC)COC\C(=C\CCP(=O)(OC2=CC=CC=C2)N[C@@H](C)C(=O)OCC2=CC=CC=C2)\C)C=C1)C Benzyl (((E)-23-(((4-((S)-2-aminopropanamido)benzyl)oxy)carbonyl)-27-methyl-2,5,8,11,14,17,20,25-octaoxa-23-azatriacont-27-en-30-yl)(phenoxy)phosphoryl)-L-alaninate